C(C)(C)(C)CC(CC)S(=O)(=O)O.C(C=C)(=O)NC(C)(C)S(=O)(=O)O 2-acrylamido-2-propanesulfonic acid [tert-butyl-2-butanesulfonate]